The molecule is a polyprenol diphosphate compound having twenty prenyl units with undefined stereochemistry about the double bonds. It has a role as a Saccharomyces cerevisiae metabolite. CC(=CCC/C(=C/CC/C(=C/CC/C(=C/CC/C(=C/CC/C(=C/CC/C(=C/CC/C(=C/CC/C(=C/CC/C(=C/CC/C(=C/CC/C(=C/CC/C(=C/CC/C(=C/CC/C(=C/CC/C(=C/CC/C(=C/CC/C(=C/CC/C(=C/CC/C(=C/COP(=O)(O)OP(=O)(O)O)/C)/C)/C)/C)/C)/C)/C)/C)/C)/C)/C)/C)/C)/C)/C)/C)/C)/C)/C)C